COCC1=NN2C(CCCC2)=C1C(=O)OC methyl 2-(methoxymethyl)-4,5,6,7-tetrahydropyrazolo[1,5-a]pyridine-3-carboxylate